OC=1C=C(C=CC1)[C@@H]1[C@@H](CC2=NC=CC=C2O1)O (2R,3R)-2-(3-hydroxyphenyl)-3,4-dihydro-2H-pyrano[3,2-b]pyridin-3-ol